BrC=1C=C(SC1)C(C(F)(F)F)=O 1-(4-bromothiophen-2-yl)-2,2,2-trifluoroethan-1-one